(2-(butylcarbamoyl)-3-hydroxyphenyl)(bipyridine) palladium [Pd].C(CCC)NC(=O)C1=C(C=CC=C1O)C=1C(=NC=CC1)C1=NC=CC=C1